Iron fumarate C(\C=C\C(=O)[O-])(=O)[O-].[Fe+2]